2-(aminomethyl)quinoline-6-carboxylate NCC1=NC2=CC=C(C=C2C=C1)C(=O)[O-]